(3-chloro-5-(trifluoromethyl)pyridin-2-yl)methylamine ClC=1C(=NC=C(C1)C(F)(F)F)CN